C(C)(C)(C)C1=C(C=C(C(=C1)O)C(C)(C)C)OC(C1=C(C=CC=C1)O)=O 2,5-di-t-butyl-4-hydroxyphenyl-hydroxybenzoate